BrC1=NC=C(C=C1O)F 2-bromo-5-fluoro-pyridin-3-ol